C1(=CC(=CC=C1)NC=1C(=CC=2C(C3=CC=CC=C3C2C1)(C)C)C)C1=CC=CC=C1 N-([1,1'-biphenyl]-3-yl)-2,9,9-trimethyl-9H-fluoren-3-amine